OC1(CCC(CC1)CNC1=C(C=C(C=C1)S(=O)(=O)NC(C1=CN=CC=C1)=O)[N+](=O)[O-])C N-((4-(((((1r,4r)-4-hydroxy-4-methylcyclohexyl))methyl)amino)-3-nitrophenyl)sulfonyl)nicotinamide